C1(=CC=CC=C1)C(C1=CC=CC=C1)N1CC(C1)=O 1-(1,1-diphenylmethyl)azetidin-3-one